(3-((7-chloro-1H-pyrazolo-[4,3-c]pyridin-1-yl)methyl)-bicyclo[1.1.1]pentan-1-yl)(5-(3,5-difluorophenyl)-4,5-dihydro-1H-pyrazol-1-yl)methanone ClC=1C2=C(C=NC1)C=NN2CC21CC(C2)(C1)C(=O)N1N=CCC1C1=CC(=CC(=C1)F)F